C[C@H]1CN(C[C@H](N1)C)[C@H](COC1=C(C=C(C=C1)N1C(N(C(C1(C)C)=O)C1=CC(=C(C#N)C=C1)C(F)(F)F)=S)CC)C |o1:8| 4-(3-(4-((S or R)-2-((3S,5R)-3,5-Dimethylpiperazin-1-yl)propoxy)-3-ethylphenyl)-4,4-dimethyl-5-oxo-2-thioxoimidazolidin-1-yl)-2-(trifluoromethyl)benzonitrile